O1C(=CC=C1)C(=O)N1CCN(CC1)C1=CC=C(C=N1)N1C(OC(C1)CNC(C)=O)=O N-[(3-{6-[4-(furan-2-carbonyl)piperazin-1-yl]pyridin-3-yl}-2-oxazolidinone-5-yl)methyl]acetamide